3-((6-amino-5-chloropyridin-3-yl)ethynyl)-N-(3-(2-cyanopropan-2-yl)-5-(((1R,4R)-5-methyl-2,5-diazabicyclo[2.2.1]heptan-2-yl)methyl)phenyl)-4-methylbenzamide NC1=C(C=C(C=N1)C#CC=1C=C(C(=O)NC2=CC(=CC(=C2)CN2[C@H]3CN([C@@H](C2)C3)C)C(C)(C)C#N)C=CC1C)Cl